FC=1C=NN(C1)C1(CN(C1)C=1C=2N(C=CC1)N=C(N2)NC=2C=NN(C2)CC(=O)N2CCN(CC2)C)CC#N 2-[3-(4-fluoropyrazol-1-yl)-1-[2-[[1-[2-(4-methylpiperazin-1-yl)-2-oxo-ethyl]pyrazol-4-yl]amino]-[1,2,4]triazolo[1,5-a]pyridin-8-yl]azetidin-3-yl]acetonitrile